tert-butyl 4-(bromomethyl)isoindoline-2-carboxylate BrCC1=C2CN(CC2=CC=C1)C(=O)OC(C)(C)C